5-fluoro-N4-(3-(methylthio)pyridin-2-yl)pyrimidine-4,6-diamine FC=1C(=NC=NC1N)NC1=NC=CC=C1SC